BrC=1OC2=C(C1CCNC(OC(C)(C)C)=O)C=CC(=C2)OC tert-butyl (2-(2-bromo-6-methoxybenzofuran-3-yl)ethyl)carbamate